FC(C=1C(=CC2=CN(N=C2C1)C1CCC(CC1)CNC1CCC(CC1)C1=CC=CC=2N(C(N(C21)C)=O)C2C(NC(CC2)=O)=O)NC(=O)C2=NC(=CC=C2)C(F)(F)F)F N-[6-(difluoromethyl)-2-[4-[[[4-[1-(2,6-dioxo-3-piperidyl)-3-methyl-2-oxo-benzimidazol-4-yl]cyclohexyl]amino]methyl]cyclohexyl]indazol-5-yl]-6-(trifluoromethyl)pyridine-2-carboxamide